ClC1=C(C=CC(=C1)N)C(C(=O)OC)C Methyl 2-(2-chloro-4-aminophenyl)propanoate